C[Si](C)(C)N([Si](C)(C)C)[Si](C)(C)C Tri(trimethylsilyl)amine